C(C)(C)N(C(OC(C=1N(C(=C(N1)SC)I)COCC[Si](C)(C)C)C1=CC(=C(C=C1)F)Cl)=O)C(C)C (3-chloro-4-fluorophenyl)(5-iodo-4-(methylthio)-1-((2-(trimethylsilyl)ethoxy)methyl)-1H-imidazol-2-yl)methyl diisopropylcarbamate